CN(C(=O)C=1C=C(C=NC1)[C@@H](CC(=O)O)N1N=CC=C1CCCC1=NC=2NCCCC2C=C1)C |r| (±)-3-[5-(dimethylcarbamoyl)pyridin-3-yl]-3-{5-[3-(5,6,7,8-tetrahydro-1,8-naphthyridin-2-yl)propyl]-1H-pyrazol-1-yl}propanoic acid